N1=CC(=CC=C1)CS(=O)(=O)C1=CC=C(C=C1)SC1=NC=CC(=N1)N 2-((4-((pyridin-3-ylmethyl)sulfonyl)phenyl)thio)pyrimidin-4-amine